C(N)(=N)C=1C=C(SC1)[C@@H](C)NC(=O)[C@H]1N(C[C@](C1)(CF)F)C(CNC(=O)C=1C=CC=2NC3=CC=CC=C3C2C1)=O N-(2-((2S,4R)-2-(((R)-1-(4-carbamimidoylthiophen-2-yl)ethyl)carbamoyl)-4-fluoro-4-(fluoromethyl)pyrrolidin-1-yl)-2-oxoethyl)-9H-carbazole-3-carboxamide